Cl.CC1(CC=2C(=NC=CC2)C1OC1=CC(=CC=2N1C(=CN2)C#N)C=2N=NN(C2C)C2CCNCC2)C 5-[(6,6-Dimethyl-5,7-dihydrocyclopenta[b]pyridin-7-yl)oxy]-7-[5-methyl-1-(4-piperidyl)triazol-4-yl]imidazo[1,2-a]pyridine-3-carbonitrile HCl